C1(=CCC=CCCC=CCCC1)C(C)O 1-(cyclododeca-1,4,8-trien-1-yl)ethan-1-ol